FC1=CC=C(C=C1)C1=C(C(=NC(=C1[N+](=O)[O-])C)N)C#CC1CCOCC1 (4-fluorophenyl)-6-methyl-5-nitro-3-(2-tetrahydropyran-4-ylethynyl)pyridin-2-amine